C(C)(C)(C)OC(=O)N1CCC(CC1)N1C(NC2=C1C=CC(=C2)OC(C)=O)=O 4-[5-(acetoxy)-2-oxo-2,3-dihydro-1H-1,3-benzodiazol-1-yl]piperidine-1-carboxylic acid tert-butyl ester